2-(1-naphthamido)-3-(4-methylthiazol-5-yl)acrylic acid C1(=CC=CC2=CC=CC=C12)C(=O)NC(C(=O)O)=CC1=C(N=CS1)C